Cl.ClCC(=O)NCC1CCN(CC1)C(=O)C1(CCNCC1)NC1=CC=C(C=C1)Cl 2-chloro-N-((1-(4-(4-chlorophenylamino)piperidine-4-carbonyl)piperidin-4-yl)methyl)acetamide hydrochloride